N(=C=S)C1=CC=C(C=C1)B1OC(C(O1)(C)C)(C)C 2-(4-isothiocyanatophenyl)-4,4,5,5-tetramethyl-1,3,2-dioxaborolane